(3-Ethoxy-5-{6-[2-(7-fluoro-4-methoxy-2-methyl-indol-1-yl)-ethylamino]-pyrimidin-4-yl}-thiophen-2-yl)-methanol C(C)OC1=C(SC(=C1)C1=NC=NC(=C1)NCCN1C(=CC2=C(C=CC(=C12)F)OC)C)CO